FC(S(=O)(=O)OC=1C2(CC2)CCN(C1)C(=O)OC(C)(C)C)(F)F tert-butyl 4-(((trifluoromethyl)sulfonyl)oxy)-6-azaspiro[2.5]oct-4-ene-6-carboxylate